methyl 4-(2-chloro-4-fluorophenyl)-2-(3,5-difluoropyridin-2-yl)-6-methyl-1,4-dihydropyrimidine-5-carboxylate ClC1=C(C=CC(=C1)F)C1N=C(NC(=C1C(=O)OC)C)C1=NC=C(C=C1F)F